NCC=1C=NC(=NC1)C1=C(C=C(C#N)C=C1)OC=1N(N=C(C1)C1=NC=CC(=C1)C)C 4-[5-(aminomethyl)pyrimidin-2-yl]-3-[2-methyl-5-(4-methylpyridin-2-yl)pyrazol-3-yl]oxybenzonitrile